BrC1=CC=C(S1)C=1C(NC(N([C@H]2C[C@H](O)[C@@H](CO)O2)C1)=O)=O 5-(5-Bromothien-2-yl)-2'-deoxyuridine